1-Fluoro-2-iodobenzol FC1=C(C=CC=C1)I